BrC1=C2C(=NC(=C1)Cl)N(C=C2)C=2C=NN(C2)C(F)(F)F 4-bromo-6-chloro-1-(1-(trifluoromethyl)-1H-pyrazol-4-yl)-1H-pyrrolo[2,3-b]pyridine